ClC=1C(=NC(=C(C(=O)NC2=CC(=C(C=C2)OC)C#N)C1)N1CCC(CCC1)(F)F)C 5-chloro-N-(3-cyano-4-methoxyphenyl)-2-(4,4-difluoroazepan-1-yl)-6-methylnicotinamide